methylencyclopropan C=C1CC1